8-D-Glucosyl-4',5,7-trihydroxyflavone C1([C@H](O)[C@@H](O)[C@H](O)[C@H](O1)CO)C=1C(=CC(=C2C(C=C(OC12)C1=CC=C(C=C1)O)=O)O)O